N-((3S,4R,5R,6R)-4,5-bis(benzyloxy)-6-((benzyloxy)methyl)tetrahydro-2H-pyran-3-yl)pyridin-2-amine C(C1=CC=CC=C1)O[C@@H]1[C@H](CO[C@@H]([C@@H]1OCC1=CC=CC=C1)COCC1=CC=CC=C1)NC1=NC=CC=C1